2-Butyl(ethyl)magnesium CC(CC)[Mg]CC